tert-butyl 4-((4-(3-(2,6-bis(benzyloxy)pyridin-3-yl)-7-fluoro-1-methyl-1H-indazol-6-yl)piperidin-1-yl)methyl)piperidine-1-carboxylate C(C1=CC=CC=C1)OC1=NC(=CC=C1C1=NN(C2=C(C(=CC=C12)C1CCN(CC1)CC1CCN(CC1)C(=O)OC(C)(C)C)F)C)OCC1=CC=CC=C1